C1(CC1)CC(=O)C1C(C2=CC=C(C=C2C1=O)C(=O)C=1C=C2C(C(C(C2=CC1)=O)C(CC1CC1)=O)=O)=O 2-(2-cyclopropylacetyl)-5-[2-(2-cyclopropylacetyl)-1,3-dioxo-2,3-dihydro-1H-indene-5-carbonyl]-2,3-dihydro-1H-indene-1,3-dione